rac-(1R,2R,3S,4R,5S)-N-(2-cyano-5-(trifluoromethyl)phenyl)-5-hydroxy-3-(1-methyl-3-(trifluoromethyl)-1H-pyrazol-5-yl)-7-oxabicyclo[2.2.1]heptane-2-carboxamide C(#N)C1=C(C=C(C=C1)C(F)(F)F)NC(=O)[C@H]1[C@H]2C[C@@H]([C@@H]([C@@H]1C1=CC(=NN1C)C(F)(F)F)O2)O |r|